4-bromo-7-chlorobenzo[b]thiophene-3-carboxylic acid BrC1=CC=C(C=2SC=C(C21)C(=O)O)Cl